(E)-(4-bromo-3-chloropent-1-en-1-yl)benzene BrC(C(/C=C/C1=CC=CC=C1)Cl)C